C12(CC(C1)C2)NC(CN2C(C(=CC=C2)NC([C@H](CC/C=C/C(=O)NC(C)C)NC(=O)C=2N1C(SC2)=NC(=C1)C)=O)=O)=O (S,E)-N7-(1-(2-(Bicyclo[1.1.1]pentan-1-ylamino)-2-oxoethyl)-2-oxo-1,2-dihydropyridin-3-yl)-N1-isopropyl-6-(6-methylimidazo[2,1-b]thiazol-3-carboxamido)hept-2-enediamid